(Z)-1,4-butenediol C(=C/CCO)/O